1,3-dimethyl-benzenediamidine CC1(C(C(=CC=C1)C)C(=N)N)C(=N)N